P(=O)(OC1=C2C(=CNC2=CC=C1)CCN(CCC)CC)([O-])[O-] 3-(2-(ethyl (propyl) amino) ethyl)-1H-indol-4-yl phosphate